(E)-4-(2-methoxyphenyl)-2,4,7-trimethyloct-2,6-dienal COC1=C(C=CC=C1)C(/C=C(/C=O)\C)(CC=C(C)C)C